NC1C(CC(CC1)C(C)C1CC(C(CC1)N)C)C 1,1-Bis(4-amino-3-methylcyclohexyl)-ethan